(2S,5R)-2-(N-(furan-2-carbonyl) carbamimidoyl)-7-oxo-1,6-diazabicyclo[3.2.1]octan-6-yl hydrogen sulfate S(=O)(=O)(ON1[C@@H]2CC[C@H](N(C1=O)C2)C(NC(=O)C=2OC=CC2)=N)O